O.C(CN(CC(=O)[O-])CC(=O)[O-])N(CC(=O)O)CC(=O)O.[NH4+].[NH4+] Diammonium ethylene-diaminetetraacetate monohydrate